[Au](Cl)(Cl)Cl gold chloride